1-[4-(1-hydroxy-3-methylcyclobutyl)pyridin-2-yl]-N-(1-methylindazol-7-yl)pyrazole-4-sulfonamide OC1(CC(C1)C)C1=CC(=NC=C1)N1N=CC(=C1)S(=O)(=O)NC=1C=CC=C2C=NN(C12)C